O=S1(N(CCC1)C=1C=CC2=C(N=C(O2)C2=C3C=C(N=CC3=C(N=C2)NC)NC(=O)C2CC2)C1)=O N-(5-(5-(1,1-dioxidoisothiazolidin-2-yl)benzo[d]oxazol-2-yl)-8-(methylamino)-2,7-naphthyridin-3-yl)cyclopropanecarboxamide